Ethyl (S)-3-(3-bromo-5-chloro-2-fluorophenyl)-3-(((R)-tert-butylsulfinyl)amino)propanoate BrC=1C(=C(C=C(C1)Cl)[C@H](CC(=O)OCC)N[S@](=O)C(C)(C)C)F